C(C)C=1C(=NC(=NC1)N[C@@H]1CN(CCC1)C(=O)OC(C)(C)C)C1=CNC2=C(C=CC=C12)S(=O)(=O)C tert-butyl (S)-3-((5-ethyl-4-(7-(methylsulfonyl)-1H-indol-3-yl)pyrimidin-2-yl)amino)piperidine-1-carboxylate